7-(8-chloro-7-fluoro-3-((2-methyl-1,2,3,4-tetrahydroisoquinolin-6-yl)amino)isoquinolin-6-yl)-8-methyl-2,3-dihydro-1H-pyrido[2,3-b][1,4]oxazine-1-carboxylic acid tert-butyl ester C(C)(C)(C)OC(=O)N1C2=C(OCC1)N=CC(=C2C)C=2C=C1C=C(N=CC1=C(C2F)Cl)NC=2C=C1CCN(CC1=CC2)C